NC=1C(=CC(=C(C1)NC1=NC=C(C(=N1)C1=C2C=C(N(C2=CC(=C1)C(C)C)C)C#N)C(=O)[O-])OC)N(C)CCN(C)C 2-((5-amino-4-((2-(dimethylamino)ethyl)(methyl)amino)-2-methoxyphenyl)amino)-4-(6-Isopropyl cyano-1-methyl-1H-indol-4-yl)pyrimidine-5-carboxylate